C(C)(C)C1=C(C(C(=O)[O-])=CC(=C1)C(C)C)O.[Cu+2].C(C)(C)C1=C(C(C(=O)[O-])=CC(=C1)C(C)C)O copper(II) 3,5-diisopropylsalicylate